C(C)(C)(C)OC(=O)N1CC(OCC1)C1=CC(=C(C=C1)NCC=C(C)C)I 2-(3-iodo-4-((3-methylbut-2-en-1-yl)amino)phenyl)morpholine-4-carboxylic acid tert-butyl ester